Cl.ClC1=CC=C(C=C1)C1=NC(=NC(=C1)N1CCNCC1)C=1C=NC=CC1 4-(4-chlorophenyl)-6-(piperazin-1-yl)-2-(pyridin-3-yl)pyrimidine hydrochloride